CC(C)=C1C(CCCC1)NC1CCCCC1 (propane-2,2-diyl)dicyclohexylamine